CN1CNCC12CCN(CC2)C(=O)OC(C)(C)C tert-butyl {1-methyl-1,3,8-triazaspiro[4.5]decan-8-yl}carboxylate